FC=1C(=NC(=NC1)NC=1C=C(C=CC1)N1CCN(CCC1)C(=O)OC(C)(C)C)C1=CC2=C(OCCN2C(C)C)C(=C1)F tert-butyl 4-(3-((5-fluoro-4-(8-fluoro-4-isopropyl-3,4-dihydro-2H-benzo[b][1,4]oxazin-6-yl)pyrimidin-2-yl)amino)phenyl)-1,4-diazepane-1-carboxylate